methyl (S)-3-(8-nitro-6-(2-fluorophenyl)-1-(ethylthio)-4H-benzo[f][1,2,4]triazolo[4,3-a][1,4]diazepin-4-yl)propionate [N+](=O)([O-])C=1C=CC2=C(C(=N[C@H](C=3N2C(=NN3)SCC)CCC(=O)OC)C3=C(C=CC=C3)F)C1